N[C@@H]1[C@@H](CCCC1)NC1=NC=2N(C=C1)N=CC2C(=O)NC=2C(=NN(C2)C)C(N)=O 5-{[(1R,2S)-2-Aminocyclohexyl]amino}-N-(3-carbamoyl-1-methyl-1H-pyrazol-4-yl)pyrazolo[1,5-a]pyrimidin-3-carboxamid